N[C@H]1CN(CC1)C(=O)C1=CN(CCS1)C=1C2=C(N=CN1)NC=C2C (R)-(3-aminopyrrolidin-1-yl)(4-(5-methyl-7H-pyrrolo[2,3-d]pyrimidin-4-yl)-3,4-dihydro-2H-1,4-thiazin-6-yl)methanone